2-(4-methyl-3-pentenyl)-6-methyl-9-acryloyloxy-10-methoxy-1,4-dihydroanthracene CC(=CCCC=1CC2=C(C3=CC=C(C=C3C(=C2CC1)OC)C)OC(C=C)=O)C